CN1C(N(C2=NC(=NC=C12)C=1C(=NC=CC1)C(C)C)CC1=CC=C(C=C1)C=1N(C=C(N1)C(F)(F)F)C)=O 7-methyl-9-([4-[1-methyl-4-(trifluoromethyl)-1H-imidazol-2-yl]phenyl]methyl)-2-[2-(propan-2-yl)pyridin-3-yl]-8,9-dihydro-7H-purin-8-one